2-(4-(isopropyl)phenyl)pyridine Lithium Manganese [Mn].[Li].C(C)(C)C1=CC=C(C=C1)C1=NC=CC=C1